2-(2-((4-((S)-2-(4-chloro-2-fluorophenyl)-2-methylbenzo[d][1,3]dioxol-4-yl)piperidin-1-yl)methyl)-5-methyl-1-(((S)-oxetan-2-yl)methyl)-1H-imidazol-4-yl)oxazole-5-carboxylic acid ClC1=CC(=C(C=C1)[C@@]1(OC2=C(O1)C=CC=C2C2CCN(CC2)CC=2N(C(=C(N2)C=2OC(=CN2)C(=O)O)C)C[C@H]2OCC2)C)F